Cl.FC1=CC=C(C=C1)CCCN1N=CC(=C1)CN (1-(3-(4-fluorophenyl)propyl)-1H-pyrazol-4-yl)methylamine hydrochloride